C(C1=CC=CC=C1)N(CC1=CC=CC=C1)CC12CCC(C1)(C2)O 4-[(dibenzylamino)methyl]bicyclo[2.1.1]hexan-1-ol